3-(5-bromopyridin-2-yl)oxetan-3-ol BrC=1C=CC(=NC1)C1(COC1)O